(2s,3r)-3-((tert-butyldimethylsilyl)oxy)pyrrolidine-1,2-dicarboxylic acid 1-(tert-butyl) ester 2-(tert-butyldimethylsilyl) ester [Si](C)(C)(C(C)(C)C)OC(=O)[C@H]1N(CC[C@H]1O[Si](C)(C)C(C)(C)C)C(=O)OC(C)(C)C